4-methyl-5-(6-quinolinyl)pyridine-2-carbonitrile CC1=CC(=NC=C1C=1C=C2C=CC=NC2=CC1)C#N